BrC=1C=CC(=NC1)N[C@@H]1C[C@@H]2CN([C@H]1CC2)C(=O)C2=NC(=CC=C2N2N=CC=N2)C ((1S,4R,6R)-6-((5-bromopyridin-2-yl)amino)-2-azabicyclo[2.2.2]oct-2-yl)(6-methyl-3-(2H-1,2,3-triazol-2-yl)pyridin-2-yl)methanone